(2S)-2-[methyl(prop-2-enoyl)amino]-N-[2-[[2-methyl-6-[[5-(4-pyridyl)thiazol-2-yl]amino]pyrimidin-4-yl]amino]ethyl]propanamide CN([C@H](C(=O)NCCNC1=NC(=NC(=C1)NC=1SC(=CN1)C1=CC=NC=C1)C)C)C(C=C)=O